C(CCCC)OCOCCCC(CC(CC(CC(CC(CC(C)I)C)C)C)C)C 14-iodo-4,6,8,10,12-pentamethylpentadecyl pentyloxymethyl ether